4-(3,4-difluoro-5-methoxyphenyl)-1H-1,2,3-triazol FC=1C=C(C=C(C1F)OC)C=1N=NNC1